3-{4-[(3,5-dimethyl-1,2-oxazol-4-yl)sulfamoyl]phenyl}-1-(pyridin-3-ylmethyl)urea CC1=NOC(=C1NS(=O)(=O)C1=CC=C(C=C1)NC(NCC=1C=NC=CC1)=O)C